C1(=CC=CC=C1)SC=1C=C2CCNC2=C(C1)SC1=CC=CC=C1 5,7-bis(phenylthio)indoline